tert-butyl (R)-4-((6-((5-(difluoromethoxy)-1H-pyrazol-3-yl)amino)pyrazin-2-yl)oxy)-4-methylazepane-1-carboxylate FC(OC1=CC(=NN1)NC1=CN=CC(=N1)O[C@]1(CCN(CCC1)C(=O)OC(C)(C)C)C)F